C1=CC=C(C=C1)CNC(=O)CO N-benzyl-2-hydroxyacetamide